(S)-4-(7-(8-chloronaphthalen-1-yl)-2-(((2R,7aS)-2-fluorotetrahydro-1H-pyrrolizine-7a(5H)-yl)methoxy)-5,6,7,8-tetrahydro-1,7-naphthyridin-4-yl)-2-(cyanomethyl)piperazine-1-carboxylate ClC=1C=CC=C2C=CC=C(C12)N1CCC=2C(=CC(=NC2C1)OC[C@]12CCCN2C[C@@H](C1)F)N1C[C@@H](N(CC1)C(=O)[O-])CC#N